(4aR,8aS)-6-[3-[4-(cyclopentyloxy)phenyl]azetidine-1-carbonyl]-4,4a,5,7,8,8a-hexahydropyrido[4,3-b][1,4]oxazin-3-one C1(CCCC1)OC1=CC=C(C=C1)C1CN(C1)C(=O)N1C[C@@H]2[C@@H](OCC(N2)=O)CC1